glyceroletriyl alcohol O(C(C(O)CO)(O)O)O